(S)-N-(3,4-dichlorobenzyl)-1-(5-methyl-2-((tetrahydrofuran-3-yl)amino)-pyrimidin-4-yl)-1H-imidazole-4-carboxamide ClC=1C=C(CNC(=O)C=2N=CN(C2)C2=NC(=NC=C2C)N[C@@H]2COCC2)C=CC1Cl